ClC1=NC=NC=2C=CC3=C(C12)C(=C(O3)C)C 1-chloro-8,9-dimethylfuro[3,2-f]quinazoline